N-[3-Chloro-1-(3-pyridinyl)-1H-pyrazol-4-yl]-2-(methylsulfonyl)-propanamid ClC1=NN(C=C1NC(C(C)S(=O)(=O)C)=O)C=1C=NC=CC1